2-[(E)-3-methoxyprop-1-en-1-yl]-4,4,5,5-tetramethyl-1,3,2-dioxaborolane COC/C=C/B1OC(C(O1)(C)C)(C)C